FC1=CC(=C(C=C1)C=1NC=CN1)O 2-(4-fluoro-2-hydroxyphenyl)imidazole